FC1=CC=C(C=C1)C1=NN2C(CN(CC2)C(C)=O)=C1B1OC(C(O1)(C)C)(C)C 1-[2-(4-fluorophenyl)-3-(4,4,5,5-tetramethyl-1,3,2-dioxaborolan-2-yl)-4H,6H,7H-pyrazolo[1,5-a]pyrazin-5-yl]ethanone